C(CC)CC(=O)O.C(C)(=O)OCCC propyl acetate (propyl acetate)